FC=1C=C(C=C2C=CN=C(C12)OC=1C=C(C=2N(C1)C=C(N2)C)F)N2CCN(CC2)C(=O)OC(C)(C)C tert-butyl 4-[8-fluoro-1-(8-fluoro-2-methyl-imidazo[1,2-a]pyridin-6-yl)oxy-6-isoquinolyl]-piperazine-1-carboxylate